C(CCCCCCCCCCCCCCC)(=O)OCCCCCCC(CCCCCCOC(CCCCCCCCCCCCCCC)=O)(O)CCCCN(C(C)C)C(C)C 7-(4-(diisopropylamino)butyl)-7-hydroxytridecane-1,13-diyl dipalmitate